FC(CN1N=NC2=C1C=C(C=C2F)C=2C=CN1N=C(N=C(C12)OC)NC1CC(C1)(C)NC(C)=O)F N-((1s,3s)-3-((5-(1-(2,2-difluoroethyl)-4-fluoro-1H-benzo[d][1,2,3]triazol-6-yl)-4-methoxypyrrolo[2,1-f][1,2,4]triazin-2-yl)amino)-1-methylcyclobutyl)acetamide